C(#N)C1=CC=C(CN2C(\C(\C3=CC(=CC=C23)[N+](=O)[O-])=C/C=2NC(=CC2C)C)=O)C=C1 (Z)-1-(4-cyanobenzyl)-3-((3,5-dimethyl-1H-pyrrol-2-yl)methylene)-5-nitro-2-indolone